C(C1=CC=CC=C1)OC(N[C@H]1/C(/NC[C@@H]1C1=CC=C(C=C1)OC)=N/OC)=O |o1:10,14| [(3R*,4S*,Z)-2-(Methoxyimino)-4-(4-methoxyphenyl)pyrrolidin-3-yl]carbamic Acid Benzyl Ester